NCCCCC(C(=O)NCCO[C@H]1[C@@H](O)[C@H](O)[C@H](O)[C@@H](O1)C)N(CC(=O)NCCO[C@@H]1[C@@H](O)[C@H](O)[C@H](O)[C@@H](O1)C)CC(=O)NCCO[C@H]1[C@@H](O)[C@H](O)[C@H](O)[C@@H](O1)C (S)-2,2'-{[6-amino-1-({2-[(α-L-fucopyranosyl)oxy]ethyl}amino)-1-oxohexan-2-yl]azanediyl}bis(N-{2-[(α-L-fucopyranosyl)oxy]ethyl}acetamide)